FC=1C=C(C=C(C1O)OC)C1=CC(=CC=2N(C(N(C21)C)=O)CC(=O)OCC)C(F)(F)F Ethyl 2-(4-(3-fluoro-4-hydroxy-5-methoxyphenyl)-3-methyl-2-oxo-6-(trifluoromethyl)-2,3-dihydro-1H-benzo[d]imidazol-1-yl)acetate